CS(=O)(=O)OC(CC(C)C)O hydroxy-3-methylbutyl methanesulfonate